C(C1=CC=CC=C1)OC=1C=C(C(=C(C1)Br)COCOC)F 5-(benzyloxy)-1-bromo-3-fluoro-2-((methoxymethoxy)methyl)benzene